N-((1S)-1-(4-((1,1-dimethyl-2,3-dihydro-1H-inden-2-yl)amino)phenyl)-2,2,2-trifluoroethyl)-N-methylcyclopropanesulfonamide CC1(C(CC2=CC=CC=C12)NC1=CC=C(C=C1)[C@@H](C(F)(F)F)N(S(=O)(=O)C1CC1)C)C